4-(4-fluorophenyl)-3-pyridinecarboxaldehyde FC1=CC=C(C=C1)C1=C(C=NC=C1)C=O